2,3-dimercapto-1-propanol tributyrate C(CCC)(=O)O.C(CCC)(=O)O.C(CCC)(=O)O.SC(CO)CS